5-Chloro-2-(N-ethylcarbamoyl)pyridin-3-yl 3-[4-(4-chlorothiazol-2-yl)-1H-1,2,3-triazol-1-yl]-3-deoxy-2-O-methyl-1-thio-α-D-galactopyranoside ClC=1N=C(SC1)C=1N=NN(C1)[C@@H]1[C@H]([C@@H](SC=2C(=NC=C(C2)Cl)C(NCC)=O)O[C@@H]([C@@H]1O)CO)OC